N1C=C(C)C2=CC=CC=C12 skatole